6-fluoro-N-(2-azaspiro[3.3]heptan-6-yl)quinolin-4-amine hydrochloride Cl.FC=1C=C2C(=CC=NC2=CC1)NC1CC2(CNC2)C1